N4-(5-((3-methyloxetan-3-yl)amino)pyridin-2-yl)-N6-(3-(methylsulfonyl)pyridin-2-yl)pyrimidine-4,6-diamine CC1(COC1)NC=1C=CC(=NC1)NC1=NC=NC(=C1)NC1=NC=CC=C1S(=O)(=O)C